OC1=C2C(C(=COC2=CC(=C1C)OC)CC1=CC(=C(C=C1)OC)O)=O 5-hydroxy-3-(3-hydroxy-4-methoxybenzyl)-7-methoxy-6-methyl-4H-chromen-4-one